tert-butyl N-[2-[2-[2-[2-[2-[2-(2-hydroxyethoxy)ethoxy] ethoxy]ethoxy]ethoxy]ethoxy] ethyl]-N-methyl-carbamate OCCOCCOCCOCCOCCOCCOCCN(C(OC(C)(C)C)=O)C